C1(=CC=CC=C1)S(=O)(=O)C(=[N+]=[N-])C(C1=CC=CC=C1)=O benzenesulfonyl-(benzoyl)diazomethane